CC1=CC=C(C=C1)S(=O)(=O)ON=C1C(C=CC(=C1)OC)CC#N α-[(4-toluenesulfonyloxyimino)-4-methoxyphenyl]acetonitrile